N-(3-chloro-2-methylphenyl)-6-{[(2,5-dichlorophenyl)carbonyl]amino}-2-(dimethylamino)-1H-benzimidazole-4-carboxamide ClC=1C(=C(C=CC1)NC(=O)C1=CC(=CC=2NC(=NC21)N(C)C)NC(=O)C2=C(C=CC(=C2)Cl)Cl)C